ethyl 3-methylbutyrate (ethyl isovalerate) C(C)C(C(=O)O)C(C)C.CC(CC(=O)OCC)C